5-amino-N-(2-{4-amino-7-oxa-2-azaspiro[4.5]decan-2-yl}-5,6,7,8-tetrahydroquinolin-6-yl)-2,4-dimethylthieno[2,3-d]pyrimidine-6-carboxamide NC1=C(SC=2N=C(N=C(C21)C)C)C(=O)NC2CC=1C=CC(=NC1CC2)N2CC1(C(C2)N)COCCC1